tris-(vinyldimethylsilane) phosphate P(=O)(O)(O)O.C(=C)[SiH](C)C.C(=C)[SiH](C)C.C(=C)[SiH](C)C